1-(4-fluorophenyl)-2,2-dimethylpropan-1-ol FC1=CC=C(C=C1)C(C(C)(C)C)O